pentane-1,3-dione C(CC(CC)=O)=O